(2S)-2-[benzyloxycarbonyl-(methyl)amino]-3-(cyclobutoxy)propionic acid C(C1=CC=CC=C1)OC(=O)N([C@H](C(=O)O)COC1CCC1)C